(R)-N-(2-fluoro-3-hydroxy-3-methylbutyl)-6-(2-fluoropyridin-3-yl)-4-((3-hydroxy-3-methylbutyl)amino)pyrrolo[1,2-b]pyridazine-3-carboxamide F[C@H](CNC(=O)C1=C(C=2N(N=C1)C=C(C2)C=2C(=NC=CC2)F)NCCC(C)(C)O)C(C)(C)O